3-(4-oxo-4-(4-(3-(trifluoromethyl)phenyl)piperazin-1-yl)butyl)-3,5,6,7-tetrahydro-4H-benzo[6,7]cyclohepta[1,2-d]pyrimidin-4-one O=C(CCCN1C=NC2=C(C1=O)CCCC1=C2C=CC=C1)N1CCN(CC1)C1=CC(=CC=C1)C(F)(F)F